N1C=C(C=C1)CCC(=O)O 1H-pyrrole-3-propanoic acid